ClC=1C=C(C=C(C1)Cl)C=1N=CC=C2C(C(=CN(C12)CC1=CC=C(C=C1)OC)C(=O)OCC)=O ethyl 8-(3,5-dichlorophenyl)-1-[(4-methoxyphenyl)methyl]-4-oxo-1,7-naphthyridine-3-carboxylate